3-Amino-4-formyl-2-methoxyphenyl acetate C(C)(=O)OC1=C(C(=C(C=C1)C=O)N)OC